2-(cyclopropylamino)-8-(4-(difluoromethoxy)phenyl)-6-(2-(1-hydroxypropan-2-yl)-2H-indazol-5-yl)pteridin-7(8H)-one C1(CC1)NC1=NC=2N(C(C(=NC2C=N1)C1=CC2=CN(N=C2C=C1)C(CO)C)=O)C1=CC=C(C=C1)OC(F)F